N-(oxetan-3-yl)propanamide O1CC(C1)NC(CC)=O